N-[4-[(6,7-dimethoxy-1,5-naphthyridin-4-yl)oxy]-2-fluoro-5-methylphenyl]-5-(4-fluorophenyl)-1,6-dimethyl-4-oxopyridine-3-carboxamide COC=1N=C2C(=CC=NC2=CC1OC)OC1=CC(=C(C=C1C)NC(=O)C1=CN(C(=C(C1=O)C1=CC=C(C=C1)F)C)C)F